imidazo[1,2-e]purine N1=CN=CC=2NC=3N(C12)C=CN3